BrC1=CC=C(C=C1)C(=C)C1OC1 2-(1-(4-bromophenyl)vinyl)oxirane